fluorophenethyl-ammonium bromide [Br-].F[NH2+]CCC1=CC=CC=C1